5-(4'-chloro-5-fluoro-3'-methyl-[1,1'-biphenyl]-2-yl)-3-(4-(1-methyl-4-(trifluoromethyl)-1H-imidazol-2-yl)phenyl)-1,2,4-oxadiazole ClC1=C(C=C(C=C1)C1=C(C=CC(=C1)F)C1=NC(=NO1)C1=CC=C(C=C1)C=1N(C=C(N1)C(F)(F)F)C)C